C(C(C)C)C(=O)CC(C)C di-i-butyl ketone